C1(CC1)C(=O)NC1=NC=C(C(=O)NC)C(=C1)NC1=NN(C2=CC=C(C(=C12)OC)[C@@H](C(F)(F)F)OC([2H])([2H])[2H])C (S)-6-(cyclopropanecarboxamido)-4-((4-methoxy-1-methyl-5-(2,2,2-trifluoro-1-(methoxy-d3)ethyl)-1H-indazol-3-yl)amino)-N-methylnicotinamide